FC1=C(C=CC(=C1)S(=O)(=O)C)NNC(C(C)N1N=CC(=C1)C1=CC(=CC=2C(C3=CC=CC=C3C12)(C(F)(F)F)O)OC)=O N'-(2-Fluoro-4-(methylsulfonyl)phenyl)-2-(4-(9-hydroxy-2-methoxy-9-(trifluoromethyl)-9H-fluorene-4-yl)-1H-pyrazol-1-yl)propanehydrazide